C(C)N1CC(CCC1)CO (1-ethylpiperidin-3-yl)methanol